C(CCC)[C@@]1(CS(C2=C(N(C1)C1=CC=C(C=C1)F)C=C(C(=C2)OCC2(CC2)C(=O)O)SC)(=O)=O)CC (S)-1-(((3-butyl-3-ethyl-5-(4-fluorophenyl)-7-(methylsulfanyl)-1,1-dioxo-2,3,4,5-tetrahydro-1,5-benzothiazepin-8-yl)oxy)methyl)cyclopropane-1-carboxylic acid